ClC1=C(C=CC=C1)S(=O)(=O)NC1=C(C(=C(C=C1)F)C1=CC=C2C(=NNC2=C1F)C=1NC=CN1)F 2-chloro-N-(2,4-difluoro-3-(7-fluoro-3-(1H-imidazol-2-yl)-1H-indazol-6-yl)phenyl)-benzenesulfonamide